CN(C/C=C/C(=O)N1CCOC2=C3C(=NC=NC3=CC=C21)NC2=CC=C(C=C2)OC=2C=NC=CC2)C (E)-4-(dimethylamino)-1-(10-((4-(pyridin-3-yloxy)phenyl)amino)-2,3-dihydro-4H-[1,4]oxazino[2,3-f]quinazolin-4-yl)but-2-en-1-one